(R)-1-(1-(4-(benzo[d]thiazol-7-yl)phenyl)-2-hydroxyethyl)-3-(5-ethynyl-1,2,4-thiadiazol-3-yl)urea S1C=NC2=C1C(=CC=C2)C2=CC=C(C=C2)[C@H](CO)NC(=O)NC2=NSC(=N2)C#C